FC=1C=CC(=C(C1)C1=CC=C(S1)[C@@H](C)NC(=O)C1=NN(C(C=C1)=O)C=1C(=NC=CC1)NC)CNC N-[(1R)-1-[5-[5-fluoro-2-(methylaminomethyl)phenyl]-2-thienyl]ethyl]-1-[2-(methylamino)-3-pyridyl]-6-oxo-pyridazine-3-carboxamide